2-Methylcyclohex-1-en-1-yl trifluoromethanesulfonate FC(S(=O)(=O)OC1=C(CCCC1)C)(F)F